2-((2S)-1-acryloyl-4-(2'-(((S)-1-methylpyrrolidin-2-yl)methoxy)-3,4,5',8'-tetrahydro-2H,6'H-spiro[naphthalene-1,7'-quinazolin]-4'-yl)piperazin-2-yl)acetonitrile C(C=C)(=O)N1[C@H](CN(CC1)C1=NC(=NC=2CC3(CCC12)CCCC1=CC=CC=C13)OC[C@H]1N(CCC1)C)CC#N